2-[4-(5-phenyl-1,3,4-oxadiazol-2-yl)phenyl]-9H-carbazole C1(=CC=CC=C1)C1=NN=C(O1)C1=CC=C(C=C1)C1=CC=2NC3=CC=CC=C3C2C=C1